FC1(CC(C1)NC(=O)C=1C=CC=C2C(=NN(C12)C1CN(C1)C(C(=C)F)=O)C1=CC=C(C=C1)C(F)(F)F)F N-(3,3-difluorocyclobutyl)-1-(1-(2-fluoroacryloyl)azetidin-3-yl)-3-(4-(trifluoromethyl)phenyl)-1H-indazole-7-carboxamide